Natrium (S)-3-(3-(1,6-Dimethyl-4-oxido-2-oxo-1,2-dihydropyridin-3-yl)ureido)-3-(5-(2,6-dimethylphenyl)thiophen-2-yl)propanoat CN1C(C(=C(C=C1C)[O-])NC(N[C@@H](CC(=O)[O-])C=1SC(=CC1)C1=C(C=CC=C1C)C)=O)=O.[Na+].[Na+]